FC1=CC=C(CN(C2=CC(=C(C=C2)NC(CCC2=CC=CC=C2)=O)C)CC#C)C=C1 N-(4-((4-fluorobenzyl)(prop-2-yn-1-yl)amino)-2-methylphenyl)-3-phenylpropionamide